C1(CCCCC1)CC(=O)C1C(C2=CC=C(C=C2C1=O)S(=O)(=O)C=1C=C2C(C(C(C2=CC1)=O)C(CC1CCCCC1)=O)=O)=O 2-(2-cyclohexylacetyl)-5-{[2-(2-cyclohexylacetyl)-1,3-dioxo-2,3-dihydro-1H-inden-5-yl]sulfonyl}-2,3-dihydro-1H-indene-1,3-dione